ClC=1C(=NC=CC1SC=1C=2N(C(=NC1)N1CCC3([C@@H]([C@@H](OC3)C)N)CC1)C=CN2)C (3S,4S)-8-(8-((3-chloro-2-methylpyridin-4-yl)thio)imidazo[1,2-c]pyrimidin-5-yl)-3-methyl-2-oxa-8-azaspiro[4.5]decan-4-amine